tert-butyl (R)-3-((S)-3-(5-(2-(((benzyloxy)carbonyl)amino)ethoxy)pyridin-3-yl)-1-(tert-butoxy)-1-oxopropan-2-yl)pyrrolidine-1-carboxylate C(C1=CC=CC=C1)OC(=O)NCCOC=1C=C(C=NC1)C[C@H](C(=O)OC(C)(C)C)[C@@H]1CN(CC1)C(=O)OC(C)(C)C